1-[(1S,4S,5R)-5-[[5-cyclopropyl-3-(2,6-dichlorophenyl)-1,2-oxazol-4-yl]methoxy]-2-azabicyclo[2.2.1]heptan-2-yl]ethan-1-one C1(CC1)C1=C(C(=NO1)C1=C(C=CC=C1Cl)Cl)CO[C@H]1[C@@H]2CN([C@H](C1)C2)C(C)=O